C(C)(C)(C)NC(CN(C)C=1C2=C(N=C(N1)C1=NC(=CC(=C1)Cl)C)CCC2)=O N-(tert-butyl)-2-((2-(4-chloro-6-methylpyridin-2-yl)-6,7-dihydro-5H-cyclopenta[d]pyrimidin-4-yl)(methyl)amino)acetamide